(difluoromethoxy)-1-((2-fluoropyridin-4-yl)methyl-d2)-1H-pyrrole FC(OC=1N(C=CC1)C([2H])([2H])C1=CC(=NC=C1)F)F